iron tris(n-butyl acetoacetate) C(CCC)CC(CC(=O)[O-])=O.C(CCC)CC(CC(=O)[O-])=O.C(CCC)CC(CC(=O)[O-])=O.[Fe+3]